1-(2-(3-acetyl-1H-indol-1-yl)acetyl)piperidine-4-carboxylic acid C(C)(=O)C1=CN(C2=CC=CC=C12)CC(=O)N1CCC(CC1)C(=O)O